BrC=1C=C(C(=O)OC)C=CC1CN[C@H](CO)C1=CC=C(C=C1)F Methyl (S)-3-bromo-4-(((1-(4-fluorophenyl)-2-hydroxyethyl)amino)methyl)benzoate